3-bromo-4-fluoro-N-(1-(5-(2-methylpyrimidin-4-yl)-5,6,7,8-tetrahydro-1,5-naphthyridin-2-yl)cyclopropyl)benzamide BrC=1C=C(C(=O)NC2(CC2)C2=NC=3CCCN(C3C=C2)C2=NC(=NC=C2)C)C=CC1F